cresyl-thiainine C1(=CC=C(C=C1)C)C1SC=CC=C1